4-((2,6-dihydroxy-5-nitropyrimidine-4-yl)methyl)chroman-4-carboxylic acid methyl ester COC(=O)C1(CCOC2=CC=CC=C12)CC1=NC(=NC(=C1[N+](=O)[O-])O)O